COCC1(C2C=CC1C=C2)COC 7,7-bis-(methoxymethyl)-2,5-norbornadiene